8-Acetyl-2-(3-azabicyclo[3.1.0]hexan-3-yl)-6-chloro-3-methylquinazolin-4(3H)-one C(C)(=O)C=1C=C(C=C2C(N(C(=NC12)N1CC2CC2C1)C)=O)Cl